[4-(4-arsonobenzyl)phenyl]arsonic acid [As](=O)(O)(O)C1=CC=C(CC2=CC=C(C=C2)[As](O)(O)=O)C=C1